C[Si](C1=CC=C(C=C1)OC#N)(C1=CC=C(C=C1)OC#N)C dimethylbis(4-cyanatophenyl)silane